BrC=1C(=CC(=C(C1)NC(=O)C1[C@H]2CC=3C(=CNC(C3)=O)[C@H]1CC2)F)C(F)(F)F (6R,9S)-N-(5-bromo-2-fluoro-4-(trifluoromethyl)phenyl)-3-oxo-3,5,6,7,8,9-hexahydro-2H-6,9-methano-cyclohepta[c]pyridine-10-carboxamide